C(C)(C)(C)OC(=O)NC1=NN2C(C=C(C=C2)C=2C=NC(=C(C(=O)OC)C2)C)=N1 Methyl 5-(2-((tert-butoxycarbonyl)amino)-[1,2,4]triazolo[1,5-a]pyridin-7-yl)-2-methylnicotinate